2-Chloro-5-([(cyclopentylcarbonyl)amino]methyl)-N-{1-[4-methoxy-3-(trifluoromethyl)phenyl]-1H-indazol-4-yl}benzamide ClC1=C(C(=O)NC2=C3C=NN(C3=CC=C2)C2=CC(=C(C=C2)OC)C(F)(F)F)C=C(C=C1)CNC(=O)C1CCCC1